N-(1-propylbutoxycarbonyl)-2,6-dimethylpiperidine C(CC)C(CCC)OC(=O)N1C(CCCC1C)C